N-[(1S,2S)-2-hydroxycyclohexyl]-4-methyl-3-{[(1S)-1-(5-phenylpyridin-3-yl)ethyl]amino}benzamide O[C@@H]1[C@H](CCCC1)NC(C1=CC(=C(C=C1)C)N[C@@H](C)C=1C=NC=C(C1)C1=CC=CC=C1)=O